(2R)-1-[(4aR,8aS)-3,4,4a,5,6,7,8,8a-octahydro-2H-quinolin-1-yl]-2-[(2,6-dimethoxy-3-pyridyl)methylamino]-3-hydroxy-propan-1-one N1(CCC[C@H]2CCCC[C@H]12)C([C@@H](CO)NCC=1C(=NC(=CC1)OC)OC)=O